C(C)(C)(C)OC(=O)NC1CC(C1)OCCCN(C(OCC1=CC=CC=C1)=O)C benzyl N-[3-[3-(tert-butoxycarbonylamino)cyclobutoxy]propyl]-N-methyl-carbamate